Cl.Cl.NCC1=CC=C(C=C1)C=1N(N=C2C1N=CN(C2=O)CC2(CCN(CC2)CC2=C(C=C(C=C2)C=2N=C(SC2)C)Cl)O)C 3-(4-(aminomethyl)phenyl)-6-((1-(2-chloro-4-(2-methylthiazol-4-yl)benzyl)-4-hydroxypiperidin-4-yl)methyl)-2-methyl-2,6-dihydro-7H-pyrazolo[4,3-d]pyrimidin-7-one dihydrochloride